BrC1=C2[C@@H](CO[C@]3(COCCC3)C2=CC=C1)C (1S,4S)-5-bromo-4-methyl-5',6'-dihydro-2'H,4'H-spiro[isochromane-1,3'-pyran]